C(=O)OC1=C(C=CC(=C1)C(F)(F)F)C=1C=2N(C(=NN1)N[C@H]1CN(CCC1)CC)C=CC2 2-(4-{[(3R)-1-ethylpiperidin-3-yl]amino}pyrrolo[1,2-d][1,2,4]triazin-1-yl)-5-(trifluoromethyl)phenol formate